OC1=C(C(=CC(=C1S(=O)(=O)NC(C)C)CCCCC)O)C1C(CCC(=C1)C)C(=C)C 2,6-dihydroxy-N-isopropyl-5'-methyl-4-pentyl-2'-(prop-1-en-2-yl)-1',2',3',4'-tetrahydro-[1,1'-biphenyl]-3-sulfonamide